CN1CC(N(CC1)S(=O)(=O)C1=C(C=C(C=C1)[N+](=O)[O-])N1CCCC1)C1=CC=CC=C1 4-methyl-1-(4-nitro-2-pyrrolidin-1-ylphenyl)sulfonyl-2-phenylpiperazine